FC=1C=NC(=NC1)NC1=NC=C(C=C1)N1CCOCC1 5-fluoro-N-(5-morpholinylpyridin-2-yl)pyrimidin-2-amine